FC1=CC=C(C=C1)N1C(N(C=C(C1=O)C(=O)[O-])C)=O 3-(4-fluorophenyl)-1-methyl-2,4-dioxo-1,2,3,4-tetrahydropyrimidine-5-carboxylate